C(C)OC1=C(C=C(C=N1)C1=NC(=C(C(=C1)N(C)CC1(CCCC1)COC)[N+](=O)[O-])N)C(F)(F)F 6'-Ethoxy-N4-{[1-(methoxymethyl)cyclopentyl]methyl}-N4-methyl-5-nitro-5'-(trifluoromethyl)[2,3'-bipyridin]-4,6-diamine